CC1=NC(=CC(=C1)C1=C(C=2C(=CC=3CCN(CC3C2)C(C)C)N1)C(C)C)C 2-(2,6-dimethylpyridin-4-yl)-3,6-diisopropyl-5,6,7,8-tetrahydro-1H-pyrrolo[2,3-g]isoquinoline